5-(3-(4-(tert-butyl)oxazol-2-yl)cyclopentyl)-1H-pyrazol-3-amine C(C)(C)(C)C=1N=C(OC1)C1CC(CC1)C1=CC(=NN1)N